1-(5-([1,2,4]triazolo[1,5-a]pyridin-6-yl)-4-methoxypyrrolo[2,1-f][1,2,4]triazin-2-yl)-3-methylcyclobutane-1,3-diamine N=1C=NN2C1C=CC(=C2)C=2C=CN1N=C(N=C(C12)OC)C1(CC(C1)(N)C)N